N-(2-aminoethyl)-1,2-ethylenediamine NCCNCCN